FC(C(F)(F)OC(C(F)(F)F)(F)F)(F)F 1,1,2,2,2-pentafluoroethyl 1,1,1,2,2-pentafluoroethyl ether